1-(8-bromopyrido[2,3-e][1,2,4]triazolo[4,3-a]pyrazin-4-yl)-N-methylazetidin-3-amine maleic acid salt C(\C=C/C(=O)O)(=O)O.BrC1=CC2=C(N=C(C=3N2C=NN3)N3CC(C3)NC)N=C1